Tert-Butyl N-(3-formylcyclobutyl)carbamate C(=O)C1CC(C1)NC(OC(C)(C)C)=O